C([C@H]([C@@H]([C@H]([C@@H](CO)O)O)O)O)O The molecule is the D-enantiomer of iditol. It has a role as a fungal metabolite. It is an enantiomer of a L-iditol.